OC (Hydroxy)-methane